C(C)C(CC)NC1=CC(=C(C=C1)C)C N-(1-ethyl-propyl)-3,4-dimethylaniline